C(C)OC(=O)C1N(CCC1)CCC(=O)OCC (3-ethoxy-3-oxopropyl)pyrrolidine-2-carboxylic acid ethyl ester